C(C)(C)(C)C1=NN2C(N(C(C3=C2C(N(C3)C(C)C)=O)=O)CC(=O)NC3=NC=C(C=C3)F)=C1 2-(2-(Tert-butyl)-7-isopropyl-5,8-dioxo-5,6,7,8-tetrahydro-4H-pyrazolo[1,5-a]pyrrolo[3,4-e]pyrimidin-4-yl)-N-(5-fluoropyridin-2-yl)acetamide